OCC=C(C)CCC=C(C)CCC=C(C)C trans-trans-farnesol